BrC=1C=CC=C2/C(/C(NC12)=O)=N/NC1=CC=CC=C1 (Z)-2-(7-Bromo-2-oxoindoline-3-ylidene)-N-phenylhydrazine